1-(3-((2-((2-cyclopropyl-4-((4-methylpiperazin-1-yl)sulfonyl)phenyl)amino)-5-(trifluoromethyl)pyridin-4-yl)amino)propyl)piperidin-2-one C1(CC1)C1=C(C=CC(=C1)S(=O)(=O)N1CCN(CC1)C)NC1=NC=C(C(=C1)NCCCN1C(CCCC1)=O)C(F)(F)F